N5-cyclopropyl-1-(indolin-4-ylmethyl)-N3-methyl-2-oxo-1,2-dihydropyridine-3,5-dicarboxamide C1(CC1)NC(=O)C=1C=C(C(N(C1)CC1=C2CCNC2=CC=C1)=O)C(=O)NC